trimethoxy-3-(2-methoxyethoxy)propyl-silane CO[Si](CCCOCCOC)(OC)OC